(S)-tert-butyl-4-((trans)-4-(4-amino-5-(3-methoxy-4-phenoxyphenyl)-7H-pyrrolo[2,3-d]pyrimidin-7-yl)cyclohexyl)-2-methylpiperazine-1-carboxylate C(C)(C)(C)OC(=O)N1[C@H](CN(CC1)[C@@H]1CC[C@H](CC1)N1C=C(C2=C1N=CN=C2N)C2=CC(=C(C=C2)OC2=CC=CC=C2)OC)C